Ethyl (E)-3-(3-(tert-butyl)pyrazin-2-yl)acrylate C(C)(C)(C)C=1C(=NC=CN1)/C=C/C(=O)OCC